(1R,2R,4R)-BICYCLO[2.2.1]HEPT-5-ENE-2-CARBOXYLIC ACID [C@H]12[C@@H](C[C@H](C=C1)C2)C(=O)O